N-methyl-N-(1-oxotetradecyl)-glycine sodium salt [Na+].CN(CC(=O)[O-])C(CCCCCCCCCCCCC)=O